1-(1-(3-amino-4-fluorophenyl)-3-cyclopropylpropyl)pyrazin-2(1H)-one NC=1C=C(C=CC1F)C(CCC1CC1)N1C(C=NC=C1)=O